ClC=1C=CC=2N(C1)N=CC2S(=O)(=O)NC2=C(C=C(C(=C2)F)C(F)(F)F)OC 6-chloro-N-(5-fluoro-2-methoxy-4-(trifluoromethyl)phenyl)pyrazolo[1,5-a]pyridine-3-sulfonamide